FC(C1(CC1)C#CC1=CN=CC=N1)(F)F 6-((1-(trifluoromethyl)cyclopropyl)ethynyl)pyrazine